5-fluoro-N-(2-hydroxyethyl)-N-isopropyl-2-methoxybenzamide FC=1C=CC(=C(C(=O)N(C(C)C)CCO)C1)OC